CC1CCC2=C1C(NN=C2)=O 7-methyl-1-oxo-2,5,6,7-tetrahydro-1H-cyclopenta[d]pyridazin